NC=1C=C(C=C(C1)C1=NN(C=N1)C)NC(=O)C=1C=NN2C1N=C(C=C2)C2CC2 N-(3-amino-5-(1-methyl-1H-1,2,4-triazol-3-yl)phenyl)-5-cyclopropylpyrazolo[1,5-a]pyrimidine-3-carboxamide